5-fluoro-1-((2-(trimethylsilyl)ethoxy)methyl)-3-vinyl-1H-indazole FC=1C=C2C(=NN(C2=CC1)COCC[Si](C)(C)C)C=C